2-methylpropan-2-yl [({3-bromo-4-[(2-chloro-5-fluorophenyl)carbonyl]-2-methoxy-5-nitrophenyl}methyl)(methyl)amino]methanoate BrC=1C(=C(C=C(C1C(=O)C1=C(C=CC(=C1)F)Cl)[N+](=O)[O-])CN(C)C(=O)OC(C)(C)C)OC